2-((2-(trifluoromethoxy)benzamido)methyl)pyrazolo[1,5-c]quinazolin FC(OC1=C(C(=O)NCC2=NN3C=NC=4C=CC=CC4C3=C2)C=CC=C1)(F)F